4-AMINO-3,5-DIBROMOBENZALDEHYDE NC1=C(C=C(C=O)C=C1Br)Br